N,N'-bis(3-methylsalicylidene)-1,2-phenylenediamine CC1=C(C(C=NC2=C(C=CC=C2)N=CC=2C(O)=C(C=CC2)C)=CC=C1)O